4-(1-(O-(cyclohexylmethyl)-N-(2-(thiazole-5-carbonyl)-8-oxa-2-azaspiro[4.5]decane-4-carbonyl)-L-threonyl)piperidin-4-yl)benzoic acid C1(CCCCC1)CO[C@@H]([C@H](NC(=O)C1CN(CC12CCOCC2)C(=O)C2=CN=CS2)C(=O)N2CCC(CC2)C2=CC=C(C(=O)O)C=C2)C